6,7-dihydro-5H-cyclopenta[C]pyridin-1-amine C1(=NC=CC2=C1CCC2)N